[O-]S(=O)(=O)[O-].O=[V+2] vanadium oxysulfate